Butyl-6-chloro-1-(trideuteriomethyl)pyrazolo[3,4-d]pyrimidin-4-amine C(CCC)C1=NN(C2=NC(=NC(=C21)N)Cl)C([2H])([2H])[2H]